methoxyphenyl-ethyl-carbamate COCCN(C([O-])=O)C1=CC=CC=C1